C1=C(C=C(C=C1O)O)O The molecule is a benzenetriol with hydroxy groups at position 1, 3 and 5. It has a role as an algal metabolite.